ClC1=CNC2=NC(=CC(=C21)NC2CCCCC2)NC2=CC=C(C1=C2OCCO1)C(=O)N1CCOCC1 (8-((3-chloro-4-(cyclohexylamino)-1H-pyrrolo[2,3-b]pyridin-6-yl)amino)-2,3-dihydrobenzo[b][1,4]dioxin-5-yl)(morpholino)methanone